tert-butyl 2-((tert-butoxycarbonyl)(4-iodophenyl)amino)-4,5-dihydro-1H-imidazole-1-carboxylate C(C)(C)(C)OC(=O)N(C=1N(CCN1)C(=O)OC(C)(C)C)C1=CC=C(C=C1)I